(1S,2S,4R)-2-methyl-7-azabicyclo[2.2.1]heptan C[C@@H]1[C@@H]2CC[C@H](C1)N2